FC(C1=NN=C(O1)C=1C=NC(=NC1)C)F 5-[5-(Difluoromethyl)-1,3,4-oxadiazol-2-yl]-2-methylpyrimidine